CC1=C(OC=C1)C(=O)Cl methylfuran-2-carbonyl chloride